S(=O)(=O)(O)O.S(=O)(=O)(O)C(C[Na])C(C(CS(=O)(=O)O)S(=O)(=O)O)S(=O)(=O)O 2,3,4,5-tetra-sulfoamyl-sodium sulfate